Cl.N1C(NC2C1CSC2)=O.N2C(NC1C2CSC1)=O bis(tetrahydro-1H-thieno[3,4-d]imidazol-2(3H)-one) hydrochloride